2,5-dimethylpyridin-3-amine CC1=NC=C(C=C1N)C